bis(2-aminoethyl)-1,3-propanediamine NCCC(CN)(CN)CCN